BrC1=C(C=CC=C1Cl)C(C1=C(C=NN1COCC[Si](C)(C)C)C(=O)N(C)OC)O 5-((2-bromo-3-chlorophenyl)(hydroxy)methyl)-N-methoxy-N-methyl-1-((2-(trimethylsilyl)ethoxy)methyl)-1H-pyrazole-4-carboxamide